2-(Bromomethyl)-2-(hydroxymethyl)-1,3-propanediol BrCC(CO)(CO)CO